1-Hexyl-3-butylpiperidinium methansulfonat CS(=O)(=O)[O-].C(CCCCC)[NH+]1CC(CCC1)CCCC